P(=O)(OC1=CC=C(C=C1)Cl)(OC[C@]1(O[C@H]([C@@]2(CCS2)[C@@H]1O)N1C(NC(C=C1)=O)=O)F)OC(C)C 4-chlorophenyl (((4R,5R,7S,8R)-5-(2,4-dioxo-3,4-dihydropyrimidin-1(2H)-yl)-7-fluoro-8-hydroxy-6-oxa-1-thiaspiro[3.4]octan-7-yl)methyl) isopropyl phosphate